C[Si](OC(CCCCCN(CCC1N(CCC1)C)CCCCCC(OCCCCCCCC)O[Si](CCCCCCCC)(C)C)OCCCCCCCC)(CCCCCCCC)C 6-((dimethyl(octyl)silyl)oxy)-N-(6-((dimethyl(octyl)silyl)oxy)-6-(octyloxy)hexyl)-N-(2-(1-methylpyrrolidin-2-yl)ethyl)-6-(octyloxy)hexan-1-amine